6''-chloro-4'-(2-chloro-3-fluoropyridin-4-yl)-4,4-dimethyl-2''-oxo-1'',2''-dihydrodispiro[cyclohexane-1,2'-pyrrolidine-3',3''-indole]-5'-carboxamide ClC1=CC=C2C3(C(NC2=C1)=O)C1(NC(C3C3=C(C(=NC=C3)Cl)F)C(=O)N)CCC(CC1)(C)C